CC1(CC2=CC(=CC=C2C=2C=CC(=CC12)OC)F)C 10,10-dimethyl-2-methoxy-7-fluorophenanthrene